1-(5-((4-(2,3-dichlorophenyl)piperidin-1-yl)methyl)-1-oxoisoindolin-2-yl)dihydropyrimidine-2,4(1H,3H)-dione ClC1=C(C=CC=C1Cl)C1CCN(CC1)CC=1C=C2CN(C(C2=CC1)=O)N1C(NC(CC1)=O)=O